FC1=CC=C(C=C1)N1C(=C(C2=C1C=C1C=NNC1=C2)C=2C=NC(=CC2)OC)C2CCOCC2 5-(4-fluorophenyl)-7-(6-methoxy-3-pyridyl)-6-tetrahydropyran-4-yl-1H-pyrrolo[2,3-f]indazole